OC1=C(C(C2(C(=C3C(C4=C(C=CC=C4C(C3C(C2C1)O)C)O)=O)O)O)=O)C(=O)N 1,4,4a,5,5a,6,11,12a-octahydro-3,5,10,12,12a-pentahydroxy-6-methyl-1,11-dioxo-2-naphthacene-carboxamide